1-(4-(3-(6-methoxypyridin-3-yl)-1H-pyrrolo[2,3-b]pyridin-5-yl)benzyl)-N,N-dimethylpiperidin-4-amine COC1=CC=C(C=N1)C1=CNC2=NC=C(C=C21)C2=CC=C(CN1CCC(CC1)N(C)C)C=C2